BrCCCCC(=O)N1CCN(CC1)C1=CC=C(C=C1)C1C(NC(CC1)=O)=O 3-(4-(4-(5-bromopentanoyl)piperazin-1-yl)phenyl)piperidine-2,6-dione